2,6-dichloro-N,N-dimethyl-4-(1-(piperidin-4-yl)azetidin-3-ylamino)benzamide hydrochloride Cl.ClC1=C(C(=O)N(C)C)C(=CC(=C1)NC1CN(C1)C1CCNCC1)Cl